1-hydroxy-7-azabenzo-triazole ON1N=NC2=C1N=CC=C2